C(C)(C)(C)OC(=O)NC=1C=C(C=C(C1)C(F)(F)F)[C@@H](C)NC1=NC(=NC2=CC(=C(C=C12)C1=CC(N(C=C1)CCCOC(=O)C)=O)C)C (R)-(3-(4-(4-((1-(3-((tert-butoxycarbonyl)amino)-5-(trifluoromethyl)phenyl)ethyl)amino)-2,7-dimethyl Quinazolin-6-yl)-2-oxopyridin-1(2H)-yl)propyl)(methyl)carboxylate